C(C)(C)(C)OC(=O)N1CCC(=CC1)C1=CC(=C(C=C1)[N+](=O)[O-])NCC(F)F 4-(3-((2,2-difluoroethyl)amino)-4-nitrophenyl)-3,6-dihydropyridine-1(2H)-carboxylic acid tert-butyl ester